BrC1=CC=C(C=N1)N(C(OC(C)(C)C)=O)CCCN1CCC(CC1)(F)F Tert-butyl (6-bromopyridin-3-yl)(3-(4,4-difluoropiperidin-1-yl)propyl)carbamate